9,9',9'',9'''-(4-(2-(pyridin-4-yl)phenyl)pyridine-2,3,5,6-tetrayl)tetrakis(9H-carbazole) N1=CC=C(C=C1)C1=C(C=CC=C1)C1=C(C(=NC(=C1N1C2=CC=CC=C2C=2C=CC=CC12)N1C2=CC=CC=C2C=2C=CC=CC12)N1C2=CC=CC=C2C=2C=CC=CC12)N1C2=CC=CC=C2C=2C=CC=CC12